ClC=1C=C(C=CC1Cl)NC(=O)[C@H]1[C@H]2[C@@H]3C[C@@H]3[C@@H]([C@@H]1C1=C(C(=NC=C1)F)F)O2 |r| rac-(1S,2S,4R,5R,6R,7S)-N-(3,4-dichlorophenyl)-7-(2,3-difluoropyridin-4-yl)-8-oxatricyclo[3.2.1.02,4]octane-6-carboxamide